C(C)(C)(C)OC(=O)N1C([C@@H](C1)O)(C)C (3R)-3-hydroxy-2,2-dimethyl-azetidine-1-carboxylic acid tert-butyl ester